C(C)OC1=NC=CC=C1C1=NC=2CN(C[C@]3(C2C=C1)[C@@H](CNCC3)CC)C[C@@H]3N(CCC3)C(=O)OC(C)(C)C |&1:15,19| tert-butyl (R)-2-(((3SR,4SR)-2'-(2-ethoxypyridin-3-yl)-3-ethyl-6'H-spiro[piperidine-4,5'-[1,7]naphthyridin]-7'(8'H)-yl)methyl)pyrrolidine-1-carboxylate